C1(=CC=CC=C1)N1N=C2C(=C1NC(=O)N[C@@H]1CN(C[C@H]1C1=NC=CC=C1)CC(F)(F)F)CCC2 1-(2-phenyl-2,4,5,6-tetrahydrocyclopenta[c]pyrazol-3-yl)-3-((trans)-4-(pyridin-2-yl)-1-(2,2,2-trifluoroethyl)pyrrolidin-3-yl)urea